C(#C)C=1SC(=CN1)OC1=C(N=NN1)C(=O)O 5-((2-ethynylthiazol-5-yl)oxy)-1H-1,2,3-triazole-4-carboxylic acid